FC1=C(C=CC=C1F)CN1C(CCC1=O)CC(=O)OCCS(=O)(=O)C1=CC=C(C=C1)OC 2-(4-methoxyphenyl)sulfonylethyl 2-[1-[(2,3-difluorophenyl)methyl]-5-oxopyrrolidin-2-yl]acetate